3-((tert-butyldimethylsilyl)oxy)-1-(5-fluoropyridin-2-yl)propan-1-one [Si](C)(C)(C(C)(C)C)OCCC(=O)C1=NC=C(C=C1)F